C(C)OC(=O)C1=CC2=C(OC(O2)(C2=CC=CC=C2)C)C=C1N 6-amino-2-methyl-2-phenylbenzo[d][1,3]dioxolane-5-carboxylic acid ethyl ester